7-oxo-2,6-diazaspiro[3.4]octane-2-carboxylate O=C1NCC2(CN(C2)C(=O)[O-])C1